FC(COCC)(C(COCC)(F)F)F 2,2,3,3-Tetrafluoro-1,4-diethoxybutane